5-(2,8-dimethylimidazo[1,2-a]pyridin-6-yl)-2-[3-(4-methylpiperazin-1-yl)-1,2,4-triazin-6-yl]pyridin-3-ol hydrochloride Cl.CC=1N=C2N(C=C(C=C2C)C=2C=C(C(=NC2)C2=CN=C(N=N2)N2CCN(CC2)C)O)C1